ammonium stearate salt C(CCCCCCCCCCCCCCCCC)(=O)[O-].[NH4+]